diisohexyl-carbodiimide C(CCC(C)C)N=C=NCCCC(C)C